ethyl tetradecenoate CCCCCCCCCCC/C=C/C(=O)OCC